[2-[(E)-[methyl(quinoxalin-2-yl)hydrazono]methyl]-4-(4-propylcyclohexanecarbonyl)oxy-phenyl] 4-(6-prop-2-enoyloxyhexoxy)benzoate C(C=C)(=O)OCCCCCCOC1=CC=C(C(=O)OC2=C(C=C(C=C2)OC(=O)C2CCC(CC2)CCC)/C=N/N(C2=NC3=CC=CC=C3N=C2)C)C=C1